[Si](C)(C)(C(C)(C)C)O[C@@H]1C[C@H](N(C1)C(=O)OC(C)(C)C)C=1NC2=C(N1)C(=C1C(=C2F)CC(C1)C=O)F tert-butyl (2S,4R)-4-[tert-butyl(dimethyl)silyl]oxy-2-(4,8-difluoro-6-formyl-3,5,6,7-tetrahydrocyclopenta[f]benzimidazol-2-yl)pyrrolidine-1-carboxylate